COC1=CC=C(C=C1)CNC(=O)NC1=CC=C(C=C1)CC(=O)NCC1=NC=CN=C1 2-[4-({N-[(4-methoxyphenyl)methyl]carbamoyl}amino)phenyl]-N-(pyrazin-2-ylmethyl)acetamide